(3-chloro-4-cyclohexylphenyl)-3-(cyclohexylethylamino)propan-1-ol ClC=1C=C(C=CC1C1CCCCC1)C(CCNCCC1CCCCC1)O